FC1=C(C=C(C=C1)F)[C@@]12N(CC[C@H]2C1)C1=NC=2N(C=C1)N=CC2C(=O)N2C[C@H](CC2)O (5-((1R,5S)-1-(2,5-difluorophenyl)-2-azabicyclo[3.1.0]hexan-2-yl)pyrazolo[1,5-a]pyrimidin-3-yl)((S)-3-hydroxypyrrolidin-1-yl)methanone